methyl-5-morpholinobenzene-1,2-diamine CC1=C(C(=CC(=C1)N1CCOCC1)N)N